FC=1C=C(C=CC1F)[C@@H](C)N1C=NC2=C(C1=O)C1=C(S2)CNCC1 (R)-3-(1-(3,4-Difluorophenyl)ethyl)-5,6,7,8-tetrahydropyrido[4',3':4,5]thieno[2,3-d]pyrimidin-4(3H)-one